5-((5-(4-(4-cyanophenyl)piperidine-1-carbonyl)-2-methylphenyl)amino)-N-isopropyl-nicotinamide C(#N)C1=CC=C(C=C1)C1CCN(CC1)C(=O)C=1C=CC(=C(C1)NC=1C=NC=C(C(=O)NC(C)C)C1)C